1,7-bis-(9-acridinyl)heptane tert-butyl-6-(3-(4-acetyl-2,2-dimethylpiperazin-1-yl)-4-(5,6-dimethyl-1H-indazol-4-yl)-5-methyl-1H-pyrazol-1-yl)-2-azaspiro[3.3]heptane-2-carboxylate C(C)(C)(C)OC(=O)N1CC2(C1)CC(C2)N2N=C(C(=C2C)C2=C1C=NNC1=CC(=C2C)C)N2C(CN(CC2)C(C)=O)(C)C.C2=CC=CC1=NC3=CC=CC=C3C(=C21)CCCCCCCC=2C1=CC=CC=C1N=C1C=CC=CC21